N1=CC(=CC2=CC=CC=C12)NC1=NC(=NC=C1)NC1=CC=C(C=C1)OC1CCC(CC1)N1CCOCC1 4-(3-quinolylamino)-2-{p-[(1s,4s)-4-morpholinocyclohexyloxy]phenylamino}pyrimidine